C1(CC1)CN([C@@H]1CC[C@H](CC1)N)C1=CC=CC=C1 trans-N-(Cyclopropylmethyl)-N-phenylcyclohexane-1,4-diamine